COC(CC[C@@H]1C(NCC1)=O)=O 3-((S)-2-oxopyrrolidin-3-yl)propionic acid methyl ester